BrC1=C(C=C(C=C1)N1C(O[C@H](C1)CNC(C)=O)=O)F (S)-N-{[3-(4-bromo-3-fluorophenyl)-2-oxo-1,3-oxazolidin-5-yl]methyl}acetamide